(2S,5R)-2-(N-((aminomethyl)sulfonyl)carbamimidoyl)-7-oxo-1,6-diazabicyclo[3.2.1]octan-6-yl hydrogen sulfate S(=O)(=O)(ON1[C@@H]2CC[C@H](N(C1=O)C2)C(NS(=O)(=O)CN)=N)O